Methyl 4-bromo-3-fluoro-2-methoxybenzoate BrC1=C(C(=C(C(=O)OC)C=C1)OC)F